C(C)(C)(C)OC(=O)N1C[C@H]([C@@H](CC1)CN1CCN(CC1)C1=CC=C2C(=NN(C2=C1)C)C=1C(=NC(=CC1)O)OCC1=CC=CC=C1)F tert-butyl-(3S,4S)-4-((4-(3-(2-(benzyloxy)-6-hydroxypyridin-3-yl)-1-methyl-1H-indazol-6-yl)piperazin-1-yl)methyl)-3-fluoropiperidine-1-carboxylate